C(C)SNC(=O)C1=CC=CC=C1 phenyl-carbonyl-amino ethyl sulfide